[I-].C(CCC)N1C=[N+](C=C1)CCC[Si](OC)(OC)OC 1-butyl-3-(trimethoxysilylpropyl)imidazolium iodide